3-cyano-1-[(3,5-dimethyl-1,2-oxazol-4-yl)methyl]-1H-indol C(#N)C1=CN(C2=CC=CC=C12)CC=1C(=NOC1C)C